3-bromo-5-(5-((1R,5S,6r)-3-((tert-butyldiphenylsilyl)oxy)bicyclo[3.1.0]hexan-6-yl)-1-isopropyl-1H-1,2,4-triazol-3-yl)pyridine BrC=1C=NC=C(C1)C1=NN(C(=N1)C1[C@H]2CC(C[C@@H]12)O[Si](C1=CC=CC=C1)(C1=CC=CC=C1)C(C)(C)C)C(C)C